6-[(7S)-2-{3-[4-(3,6-Dimethylpyridin-2-yl)phenyl]-1H-pyrrolo[2,3-b]pyridin-5-yl}-6,7,8,9-tetrahydro-5H-benzo[7]annulen-7-yl]-3-oxa-6-azabicyclo[3.1.1]heptane CC=1C(=NC(=CC1)C)C1=CC=C(C=C1)C1=CNC2=NC=C(C=C21)C=2C=CC1=C(CC[C@H](CC1)N1C3COCC1C3)C2